Methyl-5-hydroxy-2-oxo-8-(trifluoromethyl)-2,3-dihydro-1H-benzo[b]azepine-4-carboxylate COC(=O)C1=C(C2=C(NC(C1)=O)C=C(C=C2)C(F)(F)F)O